C(CCCCCCCCC)=O decaneal